The molecule is a deuterated compound that is glutamic acid in which the hydrogens at positions 2, 3, 3, 4 and 4 are replaced by deuterium. It is a deuterated compound and a non-proteinogenic alpha-amino acid. [2H]C([2H])(C(=O)O)C([2H])([2H])C([2H])(C(=O)O)N